lauryldiaminoglycine C(CCCCCCCCCCC)C(N(N)N)C(=O)O